(5-bromo-2,3-dihydro-1H-inden-1-yl)carbamic acid BrC=1C=C2CCC(C2=CC1)NC(O)=O